P1(=CCCC1)=O phospholen-1-oxid